methyl-N6-threonylcarbamoyladenosine C[C@@]1([C@H](O)[C@H](O)[C@@H](CO)O1)N1C=NC=2C(NC(NC([C@@H](N)[C@H](O)C)=O)=O)=NC=NC12